N-(2-(4-(4-cyclopropylpiperazine-1-yl)piperidine-1-yl)-4-methoxy-5-((6-((R)-3-(2,3,4-trifluorophenyl)-isoxazolidine-2-yl)pyrimidine-4-yl)amino)phenyl)acrylamide C1(CC1)N1CCN(CC1)C1CCN(CC1)C1=C(C=C(C(=C1)OC)NC1=NC=NC(=C1)N1OCC[C@@H]1C1=C(C(=C(C=C1)F)F)F)NC(C=C)=O